FC(OC1=CC=C(C=C1)C1=CN=C2N1C=CN=C2NC2=CC(=C(C(=O)NCCCCN1CCOCC1)C=C2)C)F 4-[[3-[4-(difluoromethoxy)phenyl]imidazo[1,2-a]pyrazin-8-yl]amino]-2-methyl-N-(4-morpholin-4-ylbutyl)benzamide